CN1CCN(CC1)C(=O)O[C@H]1CC[C@@]2([C@H]3C[C@H]([C@@]4([C@H](CC[C@@]4([C@@H]3CC[C@@H]2C1)O)C=1COC(C1)=O)C)O)C (3S,5R,8R,9S,10S,12R,13S,14S,17R)-12,14-dihydroxy-10,13-dimethyl-17-(5-oxo-2,5-dihydrofuran-3-yl)hexadecahydro-1H-cyclopenta[a]phenanthren-3-yl 4-methylpiperazine-1-carboxylate